C(=O)C1=CC(=C2CCN(C2=C1)C(=O)[C@H]1N(CCC1)C(=O)OC(C)(C)C)C1=CC=CC=C1 tert-butyl (S)-2-(6-formyl-4-phenylindoline-1-carbonyl)pyrrolidine-1-carboxylate